O1CC(CC1)C(C)N racemic-1-(tetrahydrofuran-3-yl)ethanamine